[C@H]12[C@H](C[C@H](CC1)C2)OC2=NN(C=C2)C(=O)OC(C)(C)C Tert-Butyl 3-(((1S,2S,4R)-bicyclo[2.2.1]heptan-2-yl)oxy)-1H-pyrazole-1-carboxylate